C12=CC=CC3=CC=CC(=C13)C(NC2=O)=O 8-naphthalenedicarboximide